C(#C)[C@]1(N(CCC1)C(=O)OC(C)(C)C)C tert-butyl (2S)-2-ethynyl-2-methylpyrrolidine-1-carboxylate